FC(C=1C=NN(C1)CC1CCN(CC1)C(=O)N1C[C@@H]2[C@@H](OCC(N2)=O)CC1)(F)F (4aR,8aS)-6-(4-((4-(Trifluoromethyl)-1H-pyrazol-1-yl)methyl)piperidin-1-carbonyl)hexahydro-2H-pyrido[4,3-b][1,4]oxazin-3(4H)-on